FC=1C(=C(C(=NC1)C)[N+](=O)[O-])C 5-fluoro-2,4-dimethyl-3-nitropyridine